CN1C=NC(=C1)CC(=O)O 1-Methyl-4-Imidazoleacetic acid